OCC1CC(CCNC1)O 6-(hydroxymethyl)azepan-4-ol